5-methyl-2-((methylamino)methyl)-1H-pyrrolo[3,2-c]pyridin-4(5H)-one CN1C(C2=C(C=C1)NC(=C2)CNC)=O